6-((4-((tert-butyldiphenyl-silyl)oxy)butyl)amino)-11-((2-((3-cyclohexylpropanoyl)oxy)octyl)thio)-undecyl cyclopentadecanecarboxylate C1(CCCCCCCCCCCCCC1)C(=O)OCCCCCC(CCCCCSCC(CCCCCC)OC(CCC1CCCCC1)=O)NCCCCO[Si](C1=CC=CC=C1)(C1=CC=CC=C1)C(C)(C)C